methyl 7-hydroxy-5,6,7,8-tetrahydroindolizine-2-carboxylate OC1CCN2C=C(C=C2C1)C(=O)OC